2-(4-((4-((3-chloro-2-fluorophenyl)amino)quinazolin-6-yl)amino)piperidin-1-yl)-N-methylacetamide ClC=1C(=C(C=CC1)NC1=NC=NC2=CC=C(C=C12)NC1CCN(CC1)CC(=O)NC)F